N1=CNC2=NC=CC(=C21)C=2C(=NN(C2)C2=CC=C(C=N2)C(C(F)(F)F)N)S(=O)(=O)C 1-(6-(4-(3H-imidazo[4,5-b]pyridin-7-yl)-(methyl-sulfonyl)1H-pyrazol-1-yl)pyridin-3-yl)-2,2,2-trifluoroethanamine